butyl (2R,5'S)-7-bromo-5'-carbamoyl-3-oxo-3,4-dihydrospiro[benzo[b][1,4]oxazine-2,3'-pyrrolidine]-1'-carboxylate BrC=1C=CC2=C(O[C@]3(CN([C@@H](C3)C(N)=O)C(=O)OCCCC)C(N2)=O)C1